(2-bromophenyl)-5,6-dihydro-4H-1,3-oxazine BrC1=C(C=CC=C1)C=1OCCCN1